Methyl 2-(3-tert-butyl-1H-pyrazol-1-yl)-5-[({1-[2-fluoro-4-(trifluoromethoxy) phenyl]cyclopropyl}carbonyl) amino]benzoate C(C)(C)(C)C1=NN(C=C1)C1=C(C(=O)OC)C=C(C=C1)NC(=O)C1(CC1)C1=C(C=C(C=C1)OC(F)(F)F)F